NC1=CC(=NC=C1C(=O)NC1=C(C=CC(=C1)N1N=NC(=C1)C(NCCCN1CCOCC1)=O)N1CCN(CC1)C)Cl 4-amino-6-chloro-N-(2-(4-methylpiperazin-1-yl)-5-(4-((3-morpholinopropyl)carbamoyl)-1H-1,2,3-triazol-1-yl)phenyl)nicotinamide